holmium fluoroindium F[In].[Ho]